[Rn].ClC1=CC=C2C=CN=C(C2=C1)NC=1C=CC(=NC1)C(=O)NCC=1C=C2CCCOC2=CC1 5-((7-chloroisoquinolin-1-yl)amino)-N-(chroman-6-ylmethyl)pyridinecarboxamide Radon